C(CCCCCCCCCCC)C(C(=O)O)N(C)C(N)=N.[Na] sodium dodecylcreatine